tert-butyl (4S)-4-[3-amino-3-(4-bromo-2-pyridyl)propyl]-2,2-dimethyl-pyrrolidine-1-carboxylate NC(CC[C@H]1CC(N(C1)C(=O)OC(C)(C)C)(C)C)C1=NC=CC(=C1)Br